5-methoxy-6-(3-(1-methyl-1H-pyrazol-3-yl)phenyl)-N,2-bis(pyridin-4-yl)pyrimidin-4-amine COC=1C(=NC(=NC1C1=CC(=CC=C1)C1=NN(C=C1)C)C1=CC=NC=C1)NC1=CC=NC=C1